4-methyl-N-[(3S,6R)-6-{5-[2-(trifluoro-methoxy)ethoxy]-1,3,4-oxadiazol-2-yl}piperidin-3-yl]benzamide CC1=CC=C(C(=O)N[C@@H]2CN[C@H](CC2)C=2OC(=NN2)OCCOC(F)(F)F)C=C1